S(=O)(=O)(C1=CC=C(C)C=C1)C=C(C(=O)N)C (tosyl)methacrylamide